FC(S(=O)(=O)OC1=CC2CCC(C1)N2C)(F)F 8-methyl-8-azabicyclo[3.2.1]oct-2-en-3-yl trifluoromethanesulfonate